2-(4-chlorophenoxy)-N-[(3S,6R)-6-{5-[4-(trifluoromethyl)phenyl]-1,3,4-oxadiazol-2-yl}piperidin-3-yl]propenamide ClC1=CC=C(OC(C(=O)N[C@@H]2CN[C@H](CC2)C=2OC(=NN2)C2=CC=C(C=C2)C(F)(F)F)=C)C=C1